2-[1-(4-cyanothiazol-2-yl)-1H-pyrazol-4-yl]-N-(5-cyclopropyl-1H-pyrazol-3-yl)propanamide C(#N)C=1N=C(SC1)N1N=CC(=C1)C(C(=O)NC1=NNC(=C1)C1CC1)C